C(C)(C)C1=C(C=CC=C1)OB(O)O isopropyl-phenyl-boric acid